NC1=C(C=C(N=N1)C1=C(C=CC=C1)O)N1CC2CCC(C1)N2C2=CC(=NC=C2)C#CCN2CC1CC1C2 2-[6-amino-5-[8-[2-[3-(3-azabicyclo[3.1.0]hex-3-yl)prop-1-ynyl]-4-pyridinyl]-3,8-diazabicyclo[3.2.1]oct-3-yl]pyridazin-3-yl]phenol